C1(OCCC2=CC=CC=C12)C1OCCC2=CC=CC=C12 isochromanyl-(isochroman)